CC1=CC=C(C=O)O1 5-methylfurfuraldehyde